4,6-dimethoxyquinoline COC1=CC=NC2=CC=C(C=C12)OC